(E)-2,4-dibromo-6-(((2-(3,4-dimethoxyphenyl)-1H-benzo[d]imidazol-5-yl)imino)methyl)benzene-1,3-diol BrC1=C(C(=CC(=C1O)Br)/C=N/C1=CC2=C(NC(=N2)C2=CC(=C(C=C2)OC)OC)C=C1)O